ClC1=CC=C(C(=N1)C1CCN(CC1)C)NC(C)C=1C=2C3=C(N(C(C2C=C(C1)C)=O)C)N(N=C3)CCO 9-[1-[[6-Chloro-2-(1-methyl-4-piperidyl)-3-pyridyl]amino]ethyl]-3-(2-hydroxyethyl)-4,7-dimethyl-pyrazolo[3,4-c]isoquinolin-5-one